(2R,5S)-1-(1-(2,2-dimethylbenzo[d][1,3]dioxol-5-yl)ethyl)-2,5-dimethylpiperazine CC1(OC2=C(O1)C=CC(=C2)C(C)N2[C@@H](CN[C@H](C2)C)C)C